CC(CC(=O)N1C(CC(C1)O)C(=O)N[C@@H](C)C1=CC=C(C=C1)C1=C(N=CS1)C)(C)C 3,3-dimethylbutyryl-4-hydroxy-N-((S)-1-(4-(4-methylthiazol-5-yl)phenyl)ethyl)pyrrolidine-2-carboxamide